CC1=CC=C(C=C1)S(=O)(=O)OC[C@H](OCCOS(=O)(=O)C1=CC=C(C)C=C1)OCCN=[N+]=[N-] 1,5-di(p-toluenesulphonyl)oxy-2(S)-(2-azidoethoxy)-3-oxa-pentane